NC=1C=NN(C1)CC1OCCC1 4-amino-1-[(oxolan-2-yl)methyl]-1H-pyrazole